6-(3,5-dioxo-1,2-diphenylpyrazolidin-4-yl)hexanoic acid O=C1N(N(C(C1CCCCCC(=O)O)=O)C1=CC=CC=C1)C1=CC=CC=C1